N1=CC(=CC=C1)COC1=CC=C(C=C1)C1(CCOCC1)C(=O)N[C@@H](C)C1=CC=C(C(=O)O)C=C1 4-[(1S)-1-[[4-[4-(3-Pyridylmethoxy)phenyl]tetrahydropyran-4-carbonyl]amino]ethyl]benzoic acid